2,7-dichlorofluoren ClC1=CC=2CC3=CC(=CC=C3C2C=C1)Cl